CC(CCOC(C1=CC=C(C=C1)OC)=O)CC\C=C(\CCC=C(C)C)/C.O[C@@H](CC(=O)N[C@@H](C)C1=CC(=CC=C1)OC(F)(F)F)C(C)(C)C (S)-3-hydroxy-4,4-dimethyl-N-[(1S)-1-[3-(trifluoromethoxy)phenyl]ethyl]pentanamide (E)-3,7,11-Trimethyldodeca-6,10-dien-1-yl-4-methoxybenzoat